acetoxy-6-chloro-15β-hydroxy-2-oxa-4,6-pregnadiene-3,20-dione C(C)(=O)OCC([C@H]1C[C@H]([C@H]2[C@@H]3C=C(C4=CC(OC[C@]4(C)[C@H]3CC[C@]12C)=O)Cl)O)=O